NC1=NC2=CC=C(C=C2C=C1C)C(=O)N(CC1=NC=C(C=C1)C(F)(F)F)CC1=CC=C(C=C1)[C@@H](C(F)(F)F)O 2-amino-3-methyl-N-(4-((1S)-2,2,2-trifluoro-1-hydroxyethyl)benzyl)-N-((5-(trifluoromethyl)-2-pyridinyl)methyl)-6-quinolinecarboxamide